6-(6'-Methyl-[2,2'-bipyridin]-3-yl)imidazo[1,2-a]pyridin-2-carboxamid CC1=CC=CC(=N1)C1=NC=CC=C1C=1C=CC=2N(C1)C=C(N2)C(=O)N